Methyl 3,4,5-trimethoxybenzoate COC=1C=C(C(=O)OC)C=C(C1OC)OC